N-[(1S)-2-amino-1-[(3,4-difluorophenyl)methyl]ethyl]-5-chloro-4-(4-chloro-1-methyl-1H-pyrazol-5-yl)-2-furancarboxamide NC[C@H](CC1=CC(=C(C=C1)F)F)NC(=O)C=1OC(=C(C1)C1=C(C=NN1C)Cl)Cl